COC=1C=C(C=CC1OC)[C@@H](C1CCNCC1)C1=CC=CC=C1 |o1:10| (S or R)-4-((3,4-dimethoxyphenyl)(phenyl)methyl)piperidine